Octane-5-carboxamide hydrochloride Cl.CCCCC(CCC)C(=O)N